CC1=CC=CC(=N1)C=1OC(=NN1)N1[C@H](C2=C(CC1)NC=N2)C2=NN1C(C(=CC=C1)C(F)(F)F)=C2 (R)-2-(6-methylpyridin-2-yl)-5-(4-(4-(trifluoromethyl)pyrazolo[1,5-a]pyridin-2-yl)-1,4,6,7-tetrahydro-5H-imidazo[4,5-c]pyridin-5-yl)-1,3,4-oxadiazole